C(CCCCC)C=1C2=CC=CC=C2C(=C2C=CC=CC12)CCCCCC 9,10-dihexyl-anthracene